7-chloro-2,3-dioxo-2,3-dihydropyrido[2,3-b]pyrazine ClC1=CC=2C(=NC(C(N2)=O)=O)N=C1